NC1=NC=CC=C1C1=NC=2C(=NC(=CC2)C2CC2)N1C1=CC=C(CN2CCC(CC2)NC2=NC(=NC=C2)C#N)C=C1 4-((1-(4-(2-(2-aminopyridin-3-yl)-5-cyclopropyl-3H-imidazo[4,5-b]pyridin-3-yl)benzyl)piperidin-4-yl)amino)pyrimidine-2-carbonitrile